C[C@@H]1CN(CCC1)C#N (S)-3-methylpiperidine-1-carbonitrile